C(C=C)(=O)OCC1=CC=CO1 furfuryl acrylate